C(C)(C)(C)OC(N(C)[C@@H]1CN(C[C@H]1F)C1=NC(=C2N=CN(C2=N1)C)NC=1C(=NN(C1)C)OC)=O.FC(COC(C=C)=O)(F)F.C(C(=C)C)(=O)OCC(F)(F)F trifluoroethyl methacrylate trifluoroethyl-acrylate tert-butyl-N-[(3R,4R)-4-fluoro-1-[6-[(3-methoxy-1-methyl-pyrazol-4-yl)amino]-9-methyl-purin-2-yl]pyrrolidin-3-yl]-N-methyl-carbamate